C1(CC1)C1=C(C(=NO1)C1=C(C=CC=C1Cl)Cl)/C=C/C1C2CN(CC12)C1=CC=C(C(=O)N)C=C1 (E)-4-(6-(2-(5-cyclopropyl-3-(2,6-dichlorophenyl)isoxazol-4-yl)vinyl)-3-azabicyclo[3.1.0]hex-3-yl)benzamide